C(C1=CC=CC=C1)NC(CCCCCCC\C=C/CCCCCCCC)=O (9Z)-N-benzyl-9-octadecenamide